(E)-4-(4-(2-(3-methylbenzylidene)hydrazinyl)-7-phenylthieno[3,2-d]pyrimidin-2-yl)morpholine CC=1C=C(\C=N\NC=2C3=C(N=C(N2)N2CCOCC2)C(=CS3)C3=CC=CC=C3)C=CC1